FCCCC=CCCF 1,7-difluoro-4-heptene